C(C)OCCNC1=C2C(=NC(=C1)NC1=CC=C(C3=C1OCCO3)C(=O)N3CCOCC3)NC=C2C(F)(F)F (8-((4-((2-ethoxyethyl)amino)-3-(trifluoromethyl)-1H-pyrrolo[2,3-b]pyridin-6-yl)amino)-2,3-dihydrobenzo[b][1,4]dioxin-5-yl)(morpholino)methanone